N1=NN(C2=NC=CC=C21)C2=CC(=C(C(=O)N([C@H]1CNCCC1)C1=NC=CC=C1C=CCCO)C=C2)F (R)-4-(3H-[1,2,3]triazolo[4,5-b]pyridin-3-yl)-2-fluoro-N-(3-(4-hydroxybut-1-en-1-yl)pyridin-2-yl)-N-(piperidin-3-yl)benzamide